ClCCCN(C(OC(C)(C)C)=O)C tert-butyl N-(3-chloropropyl)-N-methyl-carbamate